6-deoxy-α-L-talopyranosyl-(1→3)-β-D-glucopyranose [C@@H]1([C@H](O)[C@H](O)[C@H](O)[C@@H](O1)C)O[C@@H]1[C@H]([C@H](O)O[C@@H]([C@H]1O)CO)O